C(CCCC)C=1C=C(C=C(C1)CCCCC)CC(=O)O 2-[3,5-dipentylphenyl]acetic acid